ClC1=NC(=NC(=N1)N1CCOCC1)N 4-chloro-6-(morpholin-4-yl)-1,3,5-triazin-2-amine